N1(C[C@H](NCC1)C(=O)OC)C(=O)OC(C)(C)C O1-tert-butyl O3-methyl (3S)-piperazine-1,3-dicarboxylate